C1COCCN1CCCS(=O)(=O)[O-] 3-(N-morpholino)propanesulfonate